azolutidine N(=NC=1C(=NC(=CC1)C)C)C=1C(=NC(=CC1)C)C